S(=O)(=O)(C1=CC=C(C)C=C1)NN=C1CC2(CN(C2)C(=O)OC(C)(C)C)CC1 tert-Butyl 6-(2-tosylhydrazineylidene)-2-azaspiro[3.4]octane-2-carboxylate